BrC=1C=C2C(=NC1)N(C(C21CC1)=O)C1CC(C1)=O 5'-bromo-1'-(3-oxocyclobutyl)-1',2'-dihydrospiro[cyclopropane-1,3'-pyrrolo[2,3-b]pyridin]-2'-one